dibenzyl 2-((2-(2-(3-((2,5-dioxopyrrolidin-1-yl) oxy)-3-oxopropoxy) ethoxy) ethyl) carbamoyl)-2-undecyltridecanedioate O=C1N(C(CC1)=O)OC(CCOCCOCCNC(=O)C(C(=O)OCC1=CC=CC=C1)(CCCCCCCCCCC(=O)OCC1=CC=CC=C1)CCCCCCCCCCC)=O